monohydroxyethyl terephthalate (monohydroxyethyl terephthalate) OCCC1=C(C(=O)O)C=CC(=C1)C(=O)O.C(C1=CC=C(C(=O)O)C=C1)(=O)OCCO